O1C(=CC2=C1C=CC=C2)C(N2CCN(CC2)CC2=CC=C(C#N)C=C2)C2=NN=NN2CCCC 4-((4-(benzofuran-2-yl(1-butyl-1H-tetrazol-5-yl)methyl)piperazin-1-yl)methyl)benzonitrile